2-methoxy-N-(3-(trifluoromethyl)bicyclo[1.1.1]pentan-1-yl)benzamide COC1=C(C(=O)NC23CC(C2)(C3)C(F)(F)F)C=CC=C1